(2R,6S)-4-(2-(6-Chloroimidazo[1,2-a]pyridin-3-yl)pyrimidin-4-yl)-2-methyl-6-(1H-pyrazol-4-yl)morpholine ClC=1C=CC=2N(C1)C(=CN2)C2=NC=CC(=N2)N2C[C@H](O[C@H](C2)C=2C=NNC2)C